5-methoxy-6-fluoro-3-(2-benzylethylaminoethyl)indole COC=1C=C2C(=CNC2=CC1F)CCNCCCC1=CC=CC=C1